ClC=1C=C2C=C(N(C2=CC1CNC1=NC=CC=C1)S(=O)(=O)C1=CC=C(C)C=C1)CNC(=O)C1(CC1)C N-((5-chloro-6-((pyridin-2-ylamino)methyl)-1-tosyl-1H-indol-2-yl)methyl)-1-methylcyclopropane-1-carboxamide